sec-butyl α-chloroacrylate ClC(C(=O)OC(C)CC)=C